(3,5-difluoro-benzyl)-acrylic acid ethyl ester C(C)OC(C(=C)CC1=CC(=CC(=C1)F)F)=O